C(\C=C\C1=CC=C(C=C1)O)(=O)OCCCCCCCCCCCCCCCCCCCCCC n-Docosyl coumarate